1-(2,6-dichlorophenyl)-5-(2,4-difluorophenyl)-7-piperazin-1-yl-3,4-dihydroquinazolin-2(1h)-one ClC1=C(C(=CC=C1)Cl)N1C(NCC2=C(C=C(C=C12)N1CCNCC1)C1=C(C=C(C=C1)F)F)=O